ClC1=C(C=C(C=C1OC)OC)C1=CC2=C(N=C(N=C2)NC)N2C1=NN=C2CC2=CC=C(C=C2)NC(C=C)=O N-(4-((6-(2-chloro-3,5-dimethoxyphenyl)-2-(methylamino)-[1,2,4]triazolo[4',3':1,6]pyrido[2,3-d]pyrimidin-9-yl)methyl)phenyl)acrylamide